methylethyl ketone oxime CC(CC)=NO